N2-((S)-2-((((3-chlorobenzyl)oxy)carbonyl)amino)-3-cyclohexylpropanoyl)-N5-(2-(ethylsulfonamido)ethyl)-N5-methyl-L-glutamine ClC=1C=C(COC(=O)N[C@H](C(=O)N[C@@H](CCC(N(C)CCNS(=O)(=O)CC)=O)C(=O)O)CC2CCCCC2)C=CC1